9-ethyl-6,6-dimethyl-11-carbonyl-6,11-dihydro-5H-benzo[b]carbazole-3-carbonitrile C(C)C1=CC2=C(C(C=3NC4=CC(=CC=C4C3C2=C=O)C#N)(C)C)C=C1